OC1=C(C=C(C=C1)/C=C/C(=O)C1=C(C=CC=C1)NC(=O)NS(=O)(=O)C1=CC=C(C=C1)C)OC 1-[2-[(E)-3-(4-Hydroxy-3-methoxyphenyl)prop-2-enoyl]phenyl]-3-(4-methylphenyl)sulfonylurea